((5-(5-Chloropyridin-2-yl)oxazol-2-yl)amino)-N'-hydroxypyridineformamidine ClC=1C=CC(=NC1)C1=CN=C(O1)NC=1C(=NC=CC1)C(=NO)N